CC=1C=CC2=C(N=C(N=C2N)NC2CCN(CC2)C)N1 7-methyl-N2-(1-methylpiperidin-4-yl)pyrido[2,3-d]pyrimidine-2,4-diamine